cis-N-(4-cyanonaphthalen-1-yl)-2-methyl-2-(4-(1-(octahydrocyclopenta[c]pyrrol-5-yl)piperidin-4-yl)-1H-pyrazol-1-yl)propanamide C(#N)C1=CC=C(C2=CC=CC=C12)NC(C(C)(N1N=CC(=C1)C1CCN(CC1)C1CC2C(CNC2)C1)C)=O